[O-]S(=O)(=O)C(F)(F)F.C1(=CC=CC=C1)[Se]C1=CC=C(C=C1)[S+](C1=CC=CC=C1)C1=CC=CC=C1 (4-phenylselenophenyl)diphenylsulfonium triflate